Methyl 3-[[6-(4-fluorophenyl)-4-[(6-methylpyridazin-3-yl)methylamino]quinazolin-8-yl]oxymethyl]piperidine-1-carboxylate FC1=CC=C(C=C1)C=1C=C2C(=NC=NC2=C(C1)OCC1CN(CCC1)C(=O)OC)NCC=1N=NC(=CC1)C